FC=1C=C2N(CCN(C2=CC1)C(CCN1CCOCC1)=O)C1=CC=CC=C1 (6-fluoro-4-phenyl-3,4-dihydroquinoxalin-1(2H)-yl)-3-morpholinopropan-1-one